ClC=1N(C=CN1)C=1C=CC=2C=3C=4NC[C@H](NC(C4SC3C=CC2N1)=O)C (15R)-5-(2-chloroimidazol-1-yl)-15-methyl-11-thia-6,14,17-triazatetracyclo[8.8.0.0^2,7.0^12,18]octadeca-1(10),2(7),3,5,8,12(18)-hexaen-13-one